O=C1C2=CC3=CC=CC=C3C=C2C(C=2C=C3C=CC=CC3=CC12)=O Dioxopentacene